6-(2-((4-methoxyphenyl)sulfinyl)acetyl)-2H-benzopyran COC1=CC=C(C=C1)S(=O)CC(=O)C=1C=CC2=C(C=CCO2)C1